1-azabicyclo[4.2.0]oct-2-ene-2-carboxylic acid N12C(=CCCC2CC1)C(=O)O